C(C)CCP([O-])(=O)SCCN(CC)CC (S)-(ethyl {[2-(diethylamino)ethyl]sulfanyl}(ethyl)phosphinate)